3,5-diiodobenzoyl chloride IC=1C=C(C(=O)Cl)C=C(C1)I